N1-((2-(2,6-dioxopiperidin-3-yl)-1-oxoisoindolin-5-yl)methyl)-N4-((tetrahydro-2H-pyran-2-yl)oxy)succinamide O=C1NC(CCC1N1C(C2=CC=C(C=C2C1)CNC(CCC(=O)NOC1OCCCC1)=O)=O)=O